2-benzoylacetate C(C1=CC=CC=C1)(=O)CC(=O)[O-]